FC(C1=NN=C(S1)C1=CN=C2N1C=C(C=C2N2C[C@H](OC(C2)(C)C)C(=O)N)S(NC2(CC2)C)(=O)=O)F (S)-4-(3-(5-(difluoromethyl)-1,3,4-thiadiazol-2-yl)-6-(N-(1-methylcyclopropyl)sulfamoyl)imidazo[1,2-a]pyridin-8-yl)-6,6-dimethylmorpholine-2-carboxamide